ClC1=C(C=C(C=C1)C(F)(F)F)C=1NC2=NC(=NC(=C2N1)C(F)(F)F)C(F)(F)F 8-[2-chloro-5-(trifluoromethyl)phenyl]-2,6-bis(trifluoro-methyl)-9H-Purine